C(#N)C(=C[C@H]1C([C@@H]1C(=O)OCC1=C(C(=CC(=C1Br)F)F)Br)(C)C)C 2,6-dibromo-3,5-difluorobenzyl (1R)-trans-3-(2-cyano-1-propenyl)-2,2-dimethylcyclopropanecarboxylate